C1(CCCC1)C=1C=C(OC2CC3C(CN(C3)C(=O)N3N=C(C=C3)C(=O)O)C2)C=CC1 1-(trans-5-(3-cyclopentylphenoxy)octahydrocyclopenta[c]pyrrole-2-carbonyl)-1H-pyrazole-3-carboxylic acid